[Te].[Sb].[Ge].[Se] selenium-germanium-antimony-tellurium